(1-(6-methoxy-3-methyl-5-nitropyridin-2-yl)piperidin-4-yl)-4-methylpiperazine COC1=C(C=C(C(=N1)N1CCC(CC1)N1CCN(CC1)C)C)[N+](=O)[O-]